7-bromo-3-methyl-5-phenoxyquinoxalin-2(1H)-one BrC1=CC(=C2N=C(C(NC2=C1)=O)C)OC1=CC=CC=C1